FC(CC1=C(C(C2=CC=CC=C2)(C2=CC=CC=C2)[SiH3])C=CC=C1)(F)F 2-trifluoroethyltritylsilane